FC(C=1C=C(C=C(C1)C(F)(F)F)C=1N=NN(C1)CC=1N=C2N(C(=NC=3C(=CC=CC23)F)N)C1)(F)F 2-((4-(3,5-bis(trifluoromethyl)phenyl)-1H-1,2,3-triazol-1-yl)methyl)-7-fluoroimidazo[1,2-c]quinazolin-5-amine